ethyl 2-(4-((tert-butoxycarbonyl)amino)cyclohexyl)thiazole-4-carboxylate C(C)(C)(C)OC(=O)NC1CCC(CC1)C=1SC=C(N1)C(=O)OCC